ClC=1C=C(C=CC1)C(C(C)O)NC(=O)C=1N=CN(C1)C1=NC(=NC=C1C)NC1CCOCC1 N-(1-(3-chlorophenyl)-2-hydroxypropyl)-1-(5-methyl-2-((tetrahydro-2H-pyran-4-yl)amino)-pyrimidin-4-yl)-1H-imidazole-4-amide